COC1=C(C=CC(=C1)SC)CCNC1=CC=NC=N1 6-[2-(2-methoxy-4-methylsulfanyl-phenyl)-ethylamino]-pyrimidin